(±)-N-(5-fluoro-2-(trifluoromethyl)pyridin-4-yl)-3-oxo-3,5,6,7,8,9-hexahydro-2H-6,9-epiminocyclohepta[c]pyridine-10-carboxamide FC=1C(=CC(=NC1)C(F)(F)F)NC(=O)N1C2CC=3C(=CNC(C3)=O)C1CC2